C1(CCCC1)NC=1C2=C(N=C(N1)NC1=CC=C(C=3CCOC31)C(=O)N3CCOCC3)NC=C2C#N 4-(cyclopentylamino)-2-((4-(morpholine-4-carbonyl)-2,3-dihydrobenzo-furan-7-yl)amino)-7H-pyrrolo[2,3-d]pyrimidine-5-carbonitrile